perfluoro-octylphosphonic acid FC(C(C(C(C(C(C(C(F)(F)F)(F)F)(F)F)(F)F)(F)F)(F)F)(F)F)(P(O)(O)=O)F